CC1=CC=CC(C1)(C)C 1,5,5-trimethyl-1,3-cyclohexadiene